N-(2-((trimethylsilyl)oxy)pyrimidin-4-yl)benzamide C[Si](OC1=NC=CC(=N1)NC(C1=CC=CC=C1)=O)(C)C